3-(isopropylamino)propan-1-one monohydrochloride Cl.C(C)(C)NCCC=O